ClC1=C(C=C(OCC(=O)N[C@H]2CC[C@@H](N(C2)C(=O)OC(C)(C)C)C(NC2=NC=C(C=C2)Cl)=O)C=C1)F tert-butyl (2R,5S)-5-[2-(4-chloro-3-fluorophenoxy)acetamido]-2-[(5-chloropyridin-2-yl)carbamoyl]piperidine-1-carboxylate